CC(CCC)NC(C=C)=O N-(1-methylbutyl)acrylamide